ClC1=CC=C(C=C1)/C(/C=O)=C\C1=CC=C(C=C1)Cl (E)-2,3-bis(4-chlorophenyl)acrolein